4-benzyl-6-(3-methoxyphenyl)pyrimidine-2,4-diamine C(C1=CC=CC=C1)C1(NC(=NC(=C1)C1=CC(=CC=C1)OC)N)N